C(C1=CC=CC=C1)OCCCC1=NC=2C(=C3C(=NC2C(C)C)C=C(S3)Br)N1C 2-(3-(benzyloxy)propyl)-7-bromo-4-isopropyl-1-methyl-1H-imidazo[4,5-d]thieno[3,2-b]pyridine